OCCP(CCO)CCO tris-(2-hydroxyethyl)phosphine